7-chloro-8-hydroxy-2,3-dihydro-1H-phenalen-1-one ClC1=C2C=CC=C3CCC(C(C=C1O)=C32)=O